(2S,6R)-2-methyl-6-methoxyl-6H-pyran CC=1O[C@H](C=CC1)OC